O[C@@H]([C@H](CO)NC(CCCCCCCCCCCCCCC)=O)[C@@H](CCCCCCCCCCCCCC)O N-[(1S,2S,3R)-2,3-dihydroxy-1-(hydroxy-methyl)heptadecyl]-hexadecanamide